N-[4,5-Dihydroxy-6-(hydroxymethyl)-2-[4-(3-phenylprop-2-enoyl)phenoxy]oxan-3-yl]acetamide OC1C(C(OC(C1O)CO)OC1=CC=C(C=C1)C(C=CC1=CC=CC=C1)=O)NC(C)=O